CCC(CC)NC(=O)C1=CN=C(O1)C=1C=C(C=CC1)C1=CC(=NN1)C(=O)N[C@@H](CC(C)C)C(=O)OCC ethyl (5-(3-(5-(pentan-3-ylcarbamoyl)oxazol-2-yl)phenyl)-1H-pyrazole-3-carbonyl)-L-leucinate